tert-butyl 2-(4-(tert-butyl)-2-(1-(2,5-dimethoxyphenyl)-5-methyl-1H-1,2,3-triazole-4-carboxamido)phenoxy)acetate C(C)(C)(C)C1=CC(=C(OCC(=O)OC(C)(C)C)C=C1)NC(=O)C=1N=NN(C1C)C1=C(C=CC(=C1)OC)OC